NCCCCOC=1C=C(C=CC1)[C@@H](C(=O)N[C@@H](C(=O)NCC1=C(C=C(C=C1F)O)F)CCCN\C(=N/C(NCCNC(CC)=O)=O)\N)C1=CC=CC=C1 (R)-2-((S)-2-(3-(4-aminobutoxy)phenyl)-2-phenylacetamido)-N-(2,6-difluoro-4-hydroxybenzyl)-5-((Z)-2-((2-propionamidoethyl)carbamoyl)guanidino)pentanamide